OC1=CC=C(C=C1)[S+](C1=CC=C(C=C1)O)C1=CC=C(C=C1)O tri(4-hydroxy-phenyl)sulfonium